1-(4-(6-chloro-4-(difluoromethoxy)pyridin-3-yl)-1H-pyrazol-1-yl)propan-2-ol ClC1=CC(=C(C=N1)C=1C=NN(C1)CC(C)O)OC(F)F